(S)-N-[(R)-(5-chloro-2-hydroxy-4-methylphenyl)[1-(5-methoxy-6-oxo-1H-pyridine-3-carbonyl)piperidin-4-yl]methyl]-2-methylpropane-2-sulfinamide ClC=1C(=CC(=C(C1)[C@H](N[S@@](=O)C(C)(C)C)C1CCN(CC1)C(=O)C1=CNC(C(=C1)OC)=O)O)C